methyl-octyl-di(dimethylamino)silane C[Si](N(C)C)(N(C)C)CCCCCCCC